o-methylcyclohexyl alcohol CC1C(CCCC1)O